2-((3-bromo-8-chloroquinolin-6-yl)oxy)-N-(2-(4-chloro-pyridin-2-yl)propan-2-yl)butanamide BrC=1C=NC2=C(C=C(C=C2C1)OC(C(=O)NC(C)(C)C1=NC=CC(=C1)Cl)CC)Cl